Bismuth silicon [Si].[Bi]